6-[3-[(2S)-2-[(tert-butoxycarbonyl)amino]-4-carbamoylbutoxy]-4-methylphenyl]hexanoic acid C(C)(C)(C)OC(=O)N[C@H](COC=1C=C(C=CC1C)CCCCCC(=O)O)CCC(N)=O